10-(hydroxymethyl)octadecanoic acid (2'-ethylhexyl) ester C(C)C(COC(CCCCCCCCC(CCCCCCCC)CO)=O)CCCC